C=C1C[C@H]2C[C@H](CN2C1)OC(C1=CC=C(C=C1)[N+](=O)[O-])=O (6R,7aS)-2-methylene-6-((4-nitrobenzoyl)oxy)tetrahydro-1H-pyrrolizine